N-methylOxazolidinone CN1C(OCC1)=O